CCCCC(CCC)C(=O)OC(C)(C)C Tert-butyl octane-5-carboxylate